5-chloro-2-(difluoromethyl)-N-((1r,4r)-4-((3-(5-((2-hydroxyethyl)amino)pyridin-2-yl)-2-oxo-2,3-dihydro-1H-benzo[d]imidazol-1-yl)methyl)cyclohexyl)nicotinamide ClC=1C=NC(=C(C(=O)NC2CCC(CC2)CN2C(N(C3=C2C=CC=C3)C3=NC=C(C=C3)NCCO)=O)C1)C(F)F